(R)-1-(6-aminopyridin-3-yl)-6-chloro-7-(2-(((3-methylpyridin-2-yl)oxy)methyl)pyrrolidin-1-yl)-4-oxo-1,4-dihydro-quinoline-3-carboxylic acid NC1=CC=C(C=N1)N1C=C(C(C2=CC(=C(C=C12)N1[C@H](CCC1)COC1=NC=CC=C1C)Cl)=O)C(=O)O